Cl.C(C1=CC=CC=C1)N1CC(CC1)(F)F 1-benzyl-3,3-difluoropyrrolidine hydrochloride salt